1-(7-bromothieno[3,2-d]pyrimidin-4-yl)-4-piperidinyl-amine BrC1=CSC2=C1N=CN=C2N2CCC(CC2)N